3-bromo-6-(4-cyclopropyl-6-methoxypyrimidin-5-yl)-1-(4-(1-isopropyl-4-(trifluoromethyl)-1H-imidazol-2-yl)benzyl)-1H-pyrazolo[3,4-d]pyrimidine BrC1=NN(C2=NC(=NC=C21)C=2C(=NC=NC2OC)C2CC2)CC2=CC=C(C=C2)C=2N(C=C(N2)C(F)(F)F)C(C)C